FC=1C=CC2=C(CCO2)C1CNC1=NC=C(C=2N1C=C(N2)C(=O)N)C=2C(=NC(=CC2)N2CCN(CC2)C)C 5-(((5-fluoro-2,3-dihydrobenzofuran-4-yl)methyl)amino)-8-(2-methyl-6-(4-methylpiperazin-1-yl)pyridin-3-yl)imidazo[1,2-c]pyrimidine-2-carboxamide